C(C)C=1OC=CC(C1O)=O ethyl-3-hydroxy-4H-pyran-4-one